C(=O)C1=CC=C(C=C1)N1CCOCC1 4-(4-formylphenyl)morpholine